gallium indium tin alloyl-manganese dioxide [O-2].[O-2].C(C=C)(=O)[Mn+].[Sn+4].[In+3].[Ga+3]